2-amino-2-(1-(methylsulfonyl)piperidin-4-yl)ethanol hydrochloride Cl.NC(CO)C1CCN(CC1)S(=O)(=O)C